ClC1=C(C=C(C=C1)F)C1NC(C2=C1C(=CC1=C(N(N=C21)C)CC2C(CC2)(F)F)C2=C(C(=O)N)C=C(C=C2F)C(F)(F)F)=O (6-(2-chloro-5-fluorophenyl)-3-((2,2-difluorocyclobutyl)methyl)-2-methyl-8-oxo-2,6,7,8-tetrahydropyrrolo[3,4-g]indazol-5-yl)-3-fluoro-5-(trifluoromethyl)benzamide